C1=CC=CC=2C3=CC=CC=C3C(C12)COC(=O)N(CC(=O)O)CCC1=CC(=C(C=C1)C(NC)=O)OC N-(((9H-fluoren-9-yl)methoxy)carbonyl)-N-(3-methoxy-4-(methylcarbamoyl)phenethyl)glycine